(S)-3-AMINOTETRAHYDROTHIOPHENE-3-CARBOXYLIC ACID N[C@]1(CSCC1)C(=O)O